(methyl) tert-butyl ether C(C)(C)(C)OC